C1(=CC=CC=C1)N(C1=CC=C(C=C1)C1=CC=C(N(C2=CC=CC3=CC=CC=C23)C2=CC=CC=C2)C=C1)C1=CC=CC2=CC=CC=C12 N,N'-diphenyl-N,N'-dinaphthyl-benzidine